N(=[N+]=[N-])C=1C=C(C(=C(C1)C1SCCCS1)OCC1=CC=C(C=C1)OC)F 2-(5-azido-3-fluoro-2-(4-methoxyphenylmethoxy)phenyl)-1,3-dithiane